S(=O)(=O)=[SiH2] Sulfonylsilane